CC1(CC(C(C1)CS(=O)(=O)[O-])=O)C 4,4-dimethyl-2-oxocyclopentylmethanesulfonate